4-tert-butyl-N-(4-tert-butylphenyl)-2,6-dimethylaniline C(C)(C)(C)C1=CC(=C(NC2=CC=C(C=C2)C(C)(C)C)C(=C1)C)C